FC(S(=O)(=O)OC1=NN(C(=C1C1=CC2=C(OCO2)C(=C1)Cl)N)C1=NN(C=C1)C)(F)F [5-amino-4-(7-chloro-1,3-benzodioxol-5-yl)-1-(1-methylpyrazol-3-yl)pyrazol-3-yl] trifluoromethanesulfonate